C(C)(=O)N[C@@H]1[C@H](C[C@]2(C(=O)O)O[C@H]1[C@H](O2)[C@H](O)CO)O 5-Acetamido-2,7-anhydro-3,5-dideoxy-α-D-glycero-D-galacto-non-2-ulopyranosonic acid